[4-(2,5-difluorophenoxy)phenyl]boronic acid FC1=C(OC2=CC=C(C=C2)B(O)O)C=C(C=C1)F